C(=O)(CCCCCCCCC)OC[C@H](COC(CCCN(C)C)=O)OC(=O)CCCCCCCCC (R)-3-((4-(dimethylamino)butanoyl)oxy)propane-1,2-diol dicaprate